(±)-trans-4-((6-(5-formyl-1-methyl-1H-1,2,3-triazol-4-yl)-2-methyl-pyridin-3-yl)oxy)tetrahydro-2H-pyran-2-carboxylic acid isopropyl ester C(C)(C)OC(=O)[C@@H]1OCC[C@H](C1)OC=1C(=NC(=CC1)C=1N=NN(C1C=O)C)C |r|